C(C)(C)(C)P(C1=C(C(=CC=C1OC)OC)C1=C(C=C(C=C1C(C)C)C(C)C)C(C)C)C(C)(C)C di-tert-butyl(2',4',6'-triisopropyl-3,6-dimethoxybiphenyl-2-yl)phosphine